Benzyl (2S,5R)-5-((7H-pyrrolo[2,3-d]pyrimidin-4-yl)amino)-2-methylpiperidine-1-carboxylate N1=CN=C(C2=C1NC=C2)N[C@@H]2CC[C@@H](N(C2)C(=O)OCC2=CC=CC=C2)C